trimethylcyclohexenyl cyclopropyl ketone C1(CC1)C(=O)C1=C(C(CCC1)(C)C)C